N[C@H](C=1N=C2N(C=CC(=N2)[C@H](NC(CC2CC(C2)(F)F)=O)C2CC2)C1)C1CCC(CC1)(F)F N-((R)-(2-((S)-Amino(4,4-difluorocyclohexyl)methyl)imidazo[1,2-a]pyrimidin-7-yl)(cyclopropyl)methyl)-2-(3,3-difluorocyclobutyl)acetamide